1-[6-(2,2-difluoro-7-methyl-[1,3]dioxolo[4,5-f]benzimidazol-6-yl)-5-ethylsulfonyl-3-pyridinyl]cyclopropanecarbonitrile FC1(OC=2C(=CC3=C(N(C(=N3)C3=C(C=C(C=N3)C3(CC3)C#N)S(=O)(=O)CC)C)C2)O1)F